C(C)OC(CCC(=O)C1=NC(=CC(=C1O)C#N)C1=C(C=C(C=C1)OC)Cl)=O 4-[6-(2-chloro-4-methoxy-phenyl)-4-cyano-3-hydroxy-pyridin-2-yl]-4-oxo-butyric acid ethyl ester